(R)-5-((1-(dimethylamino)propan-2-yl)oxy)-N-(5-fluoroquinolin-6-yl)-7-(1-methyl-1H-pyrazol-4-yl)quinazolin-4-amine CN(C[C@@H](C)OC1=C2C(=NC=NC2=CC(=C1)C=1C=NN(C1)C)NC=1C(=C2C=CC=NC2=CC1)F)C